C(C)(C)(C)OC(=O)N1CC2COC3=C(CN2CC1)C=NC=C3 6a,7,9,10-tetrahydro-6H-pyrazino[2,1-c]Pyrido[3,4-f][1,4]Oxazepin-8(12H)-carboxylic acid tert-butyl ester